ClC1=C(C(=CC=C1Cl)OC)C=1C(C(CC1)C(CC)=O)=O (2,3-dichloro-6-methoxyphenyl)-5-propionylcyclopent-2-en-1-one